FC(CS(=O)(=O)NC1=CC=C(C=C1)C1=NNC(=C1C(=O)N)NC1=NC=C(C=C1)C(F)(F)F)(F)F 3-(4-((2,2,2-trifluoroethyl)sulfonamido)phenyl)-5-((5-(trifluoromethyl)pyridine-2-yl)amino)-1H-pyrazole-4-carboxamide